Monoethyl-ammonium carbonate C([O-])([O-])=O.C(C)[NH3+].C(C)[NH3+]